3,4-difluoro-N-hydroxybenzoamidine FC=1C=C(C(=N)NO)C=CC1F